ClC1=CC=C(C(=N1)C(=O)NS(=O)(=O)C)N[C@H](C)C=1C=C(C=C2C(N(C(=NC12)C1[C@H]2CN(C[C@@H]12)C=1C=NC(=NC1)C)C)=O)C 6-chloro-3-(((R)-1-(3,6-dimethyl-2-((1R,5S,6r)-3-(2-methylpyrimidin-5-yl)-3-azabicyclo[3.1.0]hexan-6-yl)-4-oxo-3,4-dihydroquinazolin-8-yl)ethyl)amino)-N-(methylsulfonyl)picolinamide